NC1=NC=C(C#N)C(=C1)S[C@@H]1COCC1 (S)-6-amino-4-((tetrahydrofuran-3-yl)thio)nicotinonitrile